COC(C1=CC(=NC(=C1)Cl)Cl)=O 2,6-dichloroisonicotinic acid methyl ester